FC(S(=O)(=O)[O-])(F)F.[Cu+].N1[C@H](CCC1)C=1C=NC=CC1 (R)-3-(pyrrolidin-2-yl)pyridine copper(I) trifluoromethanesulfonate